C1(CC1)N(C=1C=C2CN(C(C2=CC1)=O)C)C1=NC=C(C=C1)C(=O)N1CCC(CC1)(F)F 5-(cyclopropyl(5-(4,4-difluoropiperidine-1-carbonyl)pyridin-2-yl)amino)-2-methylisoindolin-1-one